2,6-di(phenanthren-9-yl)aniline C1=CC=CC=2C3=CC=CC=C3C(=CC12)C1=C(N)C(=CC=C1)C=1C2=CC=CC=C2C=2C=CC=CC2C1